(S)-2-amino-N-(2-(3-(2-(dimethylamino)ethyl)-1H-indol-1-yl)-2-oxoethyl)-N-methyl-3-phenylpropionamide dihydrochloride Cl.Cl.N[C@H](C(=O)N(C)CC(=O)N1C=C(C2=CC=CC=C12)CCN(C)C)CC1=CC=CC=C1